[3-(4-fluoroanilino)-1-(methylsulfonylmethyl)pyrazolo[4,3-c]pyridin-6-yl]-(3-endo-hydroxy-8-azabicyclo[3.2.1]octan-8-yl)methanone FC1=CC=C(NC2=NN(C3=C2C=NC(=C3)C(=O)N3C2CC(CC3CC2)O)CS(=O)(=O)C)C=C1